(1-(4-methoxyphenyl)-1,4,6,7-tetrahydropyrano[4,3-c]pyrazol-3-yl)methanone COC1=CC=C(C=C1)N1N=C(C2=C1CCOC2)C=O